ClC1=NC=C(C(=C1)C1=C(C=NC(=C1)C)C(=O)NC=1SC=2N=C(N=CC2N1)N1CC2CCC(C1)N2)OC 2'-chloro-N-(5-{3,8-diazabicyclo[3.2.1]octan-3-yl}-[1,3]thiazolo[5,4-d]pyrimidin-2-yl)-5'-methoxy-6-methyl-[4,4'-bipyridine]-3-carboxamide